ClC1=NC2=C(C(=CC=C2C(=N1)Cl)OC)OCC 2,4-dichloro-8-ethoxy-7-methoxyquinazoline